sodium 2,2'-methylene-bis(4,6-dimethylphenyl) phosphate P1(=O)(OC2=C(C=C(C=C2C)C)CC2=C(C(=CC(=C2)C)C)O1)[O-].[Na+]